tert-Butyl (4-((3-(3-chloro-2-(4-formyl-3-methoxyphenyl)pyridin-4-yl)-2-methylphenyl)carbamoyl)-3-fluorobenzyl)(2-hydroxyethyl)carbamate ClC=1C(=NC=CC1C=1C(=C(C=CC1)NC(=O)C1=C(C=C(CN(C(OC(C)(C)C)=O)CCO)C=C1)F)C)C1=CC(=C(C=C1)C=O)OC